O1C(=CC=C1C(=O)OC)C(=O)OC 2,5-FURANDICARBOXYLIC ACID, DIMETHYL ESTER